BrC1=CC=2N=C(N=C(C2N=C1C(F)(F)F)O[C@H]1CN(CC1)C(=O)OC(C)(C)C)Cl tert-butyl (3R)-3-[7-bromo-2-chloro-6-(trifluoromethyl)pyrido[3,2-d]pyrimidin-4-yl]oxypyrrolidine-1-carboxylate